C(C1=CC=CC=C1)O/C=C(\C(=O)OCC)/C(F)(F)F ethyl (E)-3-(benzyloxy)-2-(trifluoromethyl)acrylate